Ethyl (S)-2-((5-chloro-2-((7-(pyrrolidin-1-yl)-6,7,8,9-tetrahydro-5H-benzo[7]annulen-2-yl)amino)pyrimidin-4-yl)amino)nicotinate ClC=1C(=NC(=NC1)NC=1C=CC2=C(CC[C@H](CC2)N2CCCC2)C1)NC1=C(C(=O)OCC)C=CC=N1